NC1=NC=CC(=C1F)SC=1C=CC=2C(=NC=C(N2)N2CCC3([C@@H]([C@@H](OC3)C)N)CC2)N1 (3s,4s)-8-(6-((2-amino-3-fluoropyridin-4-yl)thio)pyrido[2,3-b]pyrazin-2-yl)-3-methyl-2-oxa-8-azaspiro[4.5]decan-4-amine